C(CC)(=S)OC(CCCCCCCCCCCCCCCCC)CCCCCCCCCCCC dodecyloctadecyl thiopropionate